COC1=C(C=C2CCN(CC2=C1)C)NC=1N=NC(=C(N1)NC1=CC=CC=C1)C(=O)N ((7-methoxy-2-methyl-1,2,3,4-tetrahydroisoquinolin-6-yl)amino)-5-phenylamino-1,2,4-triazine-6-carboxamide